tert-butyl-(3-exo)-3-(methylamino)-9-azabicyclo[3.3.1]nonane-9-carboxylate C(C)(C)(C)OC(=O)N1C2CC(CC1CCC2)NC